CN(/C=C/C(=O)C1CCNCC1)C (E)-4-(3-(dimethylamino)acryloyl)piperidine